ClC=1C=C2C(NC(=NC2=CC1)CN1CCCC2=CC=CC(=C12)OC)=O 6-chloro-2-[(8-methoxy-3,4-dihydro-2H-quinolin-1-yl)methyl]-3H-quinazolin-4-one